C(C)(C)OCCN1CCC2(CN(C([C@@H](O2)C)=O)C(C)C)CC1 (S)-9-(2-Isopropoxyethyl)-4-isopropyl-2-methyl-1-oxa-4,9-diazaspiro[5.5]undecan-3-on